ClC=1SC=C(N1)N1N=CC(=C1)C(C(=O)NC1=NNC(=C1)C1CC1)C 2-[1-(2-chloro-1,3-thiazol-4-yl)-1H-pyrazol-4-yl]-N-(5-cyclopropyl-1H-pyrazol-3-yl)propanamide